N-(2,5-dimethoxyphenyl)-3-(3-fluoro-4-methylphenyl)-3-(pyrazin-2-yl)pyrrolidine-1-carbothioamide COC1=C(C=C(C=C1)OC)NC(=S)N1CC(CC1)(C1=NC=CN=C1)C1=CC(=C(C=C1)C)F